[U].[Fe] iron-uranium